C(C=C)(=O)N1C[C@@H](CC1)C1=NN(C=2C(=NNC(C21)=O)N)C2=CC=C(C=C2)OC2=C(C(=CC=C2)F)F (R)-3-(1-acryloylpyrrolidin-3-yl)-7-amino-1-(4-(2,3-difluorophenoxy)phenyl)-1,5-dihydro-4H-pyrazolo[3,4-d]pyridazin-4-one